(E)-N-(4-((2-Chloropyridin-4-yl)diazenyl)-3-methoxyphenyl)picolinamide ClC1=NC=CC(=C1)/N=N/C1=C(C=C(C=C1)NC(C1=NC=CC=C1)=O)OC